C(CC)(=O)O.C(C(=O)OCC)(=O)OCC diethyl oxalate propionate